3,5,5-trimethylhexyl alpha-hydroxyisobutyrate OC(C(=O)OCCC(CC(C)(C)C)C)(C)C